(E)-4-(5-(4-(trifluoromethoxy)phenyl)pyridin-2-yl)but-3-en-2-one FC(OC1=CC=C(C=C1)C=1C=CC(=NC1)/C=C/C(C)=O)(F)F